NC1=NN2C(C=C(C=C2)C=2C(=C(C(=O)NCC(C(O)C3=CC=C(C=C3)F)(F)F)C(=CC2)C)F)=N1 3-(2-amino-[1,2,4]triazolo[1,5-a]pyridin-7-yl)-N-(2,2-difluoro-3-(4-fluorophenyl)-3-hydroxypropyl)-2-fluoro-6-methylbenzamide